S1C2=C(C=C1)C(=CC=C2)N2CCN(CC2)CCCCOC2=CC=C1C=CC(N(C1=C2)COC(COCCOC)=O)=O (2-Methoxyethoxy)acetic acid 7-[4-(4-benzo[b]thiophen-4-ylpiperazin-1-yl)butoxy]-2-oxo-2H-quinolin-1-ylmethyl ester